C12CNCC(CC1)N2C2=CC=CC=1NC=NC12 4-(3,8-diazabicyclo[3.2.1]octan-8-yl)-1H-benzo[d]imidazole